dimyristoyl-glutamine C(CCCCCCCCCCCCC)(=O)N([C@@H](CCC(N)=O)C(=O)O)C(CCCCCCCCCCCCC)=O